N(=[N+]=[N-])C=1C=C(C=CC1)C1CC(N(C1)C(C(=O)N)CC)=O 2-[4-(3-azidophenyl)-2-oxo-1-pyrrolidinyl]butanamide